N-(tertbutoxycarbonyl)-1,2-diaminoethane C(C)(C)(C)OC(=O)NCCN